C(C)(C)C1C(OC2=CC(=CC=C2C1)C)=O 3-isopropyl-7-methylchromanone